C(C)(=O)OC1=C(C=CC=C1C)CBr 2-(bromomethyl)-6-methylphenyl acetate